FC=1C=C(C=CC1)C(C(=O)OCC)=O ethyl 2-(3-fluorophenyl)-2-oxoacetate